COC1=CC2=C([Se]C(=C2)C(CC(C(=O)O)COC)=O)C=C1OC 4-(5,6-dimethoxybenzo[b]selenophen-2-yl)-2-(methoxymethyl)-4-oxo-butanoic acid